(1-((4-amino-3,4-dioxo-1-(2-oxopyrrolidin-3-yl)butan-2-yl)amino)-1-oxo-3-phenylpropane-2-yl)carbamic acid 2-(3-chlorophenyl)-2-methyl-1-phenylpropyl ester ClC=1C=C(C=CC1)C(C(C1=CC=CC=C1)OC(NC(C(=O)NC(CC1C(NCC1)=O)C(C(=O)N)=O)CC1=CC=CC=C1)=O)(C)C